(S)-(2-(3-(3-chloropyridin-2-yloxy)pyrrolidin-1-yl)-4-(2-ethylphenoxy)phenyl)methanol ClC=1C(=NC=CC1)O[C@@H]1CN(CC1)C1=C(C=CC(=C1)OC1=C(C=CC=C1)CC)CO